5-methyl-N4-[(3R)-tetrahydropyran-3-yl]pyrimidine-2,4-diamine CC=1C(=NC(=NC1)N)N[C@H]1COCCC1